O=C1N(CC2=CC(=CC=C12)C(=O)N1CCC2=C(C=CC=C12)C(F)(F)F)C1C(NC(CC1)=O)=O 3-(1-oxo-5-(4-(trifluoromethyl)indoline-1-carbonyl)isoindolin-2-yl)piperidine-2,6-dione